BrC=1C(=C(C=CC1)NC(=O)C1=NN2C([C@H](CCC2)N2[C@H](CCC2)CO)=C1)C (4S)-N-(3-bromo-2-methyl-phenyl)-4-[(2R)-2-(hydroxymethyl)pyrrolidin-1-yl]-4,5,6,7-tetrahydropyrazolo[1,5-a]pyridine-2-carboxamide